tert-butyl 4-(4-(3-methoxy-4-nitrophenyl)-3,6-dihydropyridin-1(2H)-yl)piperidine-1-carboxylate COC=1C=C(C=CC1[N+](=O)[O-])C=1CCN(CC1)C1CCN(CC1)C(=O)OC(C)(C)C